isopropylidene(cyclopentadiene) C(C)(C)=C1C=CC=C1